ClC=1C(=C(OCC(=O)NC)C=C(C1CC1=CC(=C(C=C1)O)C(C)C)Cl)F 2-(3,5-dichloro-2-fluoro-4-(4-hydroxy-3-isopropylbenzyl)phenoxy)-N-methylacetamide